tert-butyl-dimethyl-[[4-(4,4,5,5-tetramethyl-1,3,2-dioxaborolan-2-yl)-1-isoquinolyl]methoxy]silane C(C)(C)(C)[Si](OCC1=NC=C(C2=CC=CC=C12)B1OC(C(O1)(C)C)(C)C)(C)C